O[C@@]1(C(N(CC1)C)=O)C1=CC(=CC=C1)C1=C(C(=NN1)C1=CNC2=NC=CC=C21)C (R)-3-Hydroxy-1-methyl-3-(3-(4-methyl-3-(1H-pyrrolo[2,3-b]pyridin-3-yl)-1H-pyrazol-5-yl)phenyl)pyrrolidin-2-one